ethyl 7-oxo-2-(tetrahydro-2H-pyran-4-yl)-4,7-dihydropyrazolo[1,5-a]pyrimidine-6-carboxylate O=C1C(=CNC=2N1N=C(C2)C2CCOCC2)C(=O)OCC